methylenebis(4,6-di-t-butylphenol) C(C1=C(C(=CC(=C1)C(C)(C)C)C(C)(C)C)O)C1=C(C(=CC(=C1)C(C)(C)C)C(C)(C)C)O